C(C)(C)(C)OC(CC=1C=CC(=C(C1)C[C@H](C(=O)OCC)O)OCC1=NC(=NC=C1)OCCC(F)(F)F)=O (R)-ethyl 3-(5-(2-(tert-butoxy)-2-oxoethyl)-2-((2-(3,3,3-trifluoropropoxy)pyrimidin-4-yl)methoxy)phenyl)-2-hydroxypropanoate